OCCN(C1=CC=C(C=C1)C1=NC2=CC(=CC(=C2C(N1)=O)OC)OC)CCO 2-(4-(bis(2-hydroxyethyl)amino)phenyl)-5,7-dimethoxyquinazolin-4(3H)-one